COC1=CC=C(C=C1)CCNC(=O)/C=C/C2=CC=CC=C2 The molecule is a member of the class of cinnamamides that is trans-cinnamamide substituted by a 2-(4-methoxyphenyl)ethyl group at the nitrogen atom. It has been isolated from Pisonia aculeata. It has a role as a metabolite and a plant metabolite. It is a member of cinnamamides, a monomethoxybenzene and a secondary carboxamide. It derives from a trans-cinnamamide.